FC(C=1C=2N(C=CC1)N=C(C2)[C@H]2N(CCC1=C2N=CN1)C(=O)C=1OC(=NN1)C1=NC=CC=C1)F (S)-(4-(4-(difluoromethyl)pyrazolo[1,5-a]pyridin-2-yl)-6,7-dihydro-1H-imidazo[4,5-c]pyridin-5(4H)-yl)(5-(pyridin-2-yl)-1,3,4-oxadiazol-2-yl)methanone